N[C@@H]1C2=CC=C(C=C2CC12CCN(CC2)C2=NC=C(N=C2)SC2=C(C(=NC=C2)NC)Cl)C(=O)OCC ethyl (S)-1-amino-1'-(5-((3-chloro-2-(methylamino)pyridin-4-yl)thio)pyrazin-2-yl)-1,3-dihydrospiro[indene-2,4'-piperidine]-5-carboxylate